C(CCCCCCCCCCCCCCCC)(=O)OC[C@@H](OC(CCCCCCCCCCCCCCCCCCCCCC)=O)COP(=O)([O-])OCC[N+](C)(C)C 1-heptadecanoyl-2-tricosanoyl-sn-glycero-3-phosphocholine